COC1=C(C=NC=C1)C1=CC2=C(C(=N1)C)C=NN2C2=CC(=CC(=N2)C2CCC(CC2)C(=O)OC)N2[C@@H]([C@H](C2)CS(=O)(=O)C)C Methyl 4-(6-(6-(4-methoxypyridin-3-yl)-4-methyl-1H-pyrazolo[4,3-c]pyridin-1-yl)-4-((2R,3S)-2-methyl-3-((methylsulfonyl)methyl)azetidin-1-yl)pyridin-2-yl)cyclohexane-1-carboxylate